N12C(CC(CC1)CC2)C(C)C2=CC=CC(=N2)O 6-(1-(quinuclidin-2-yl)ethyl)pyridin-2-ol